2-{[1-(4-nitrophenyl)ethyl]amino}ethan-1-ol [N+](=O)([O-])C1=CC=C(C=C1)C(C)NCCO